O1CCC=2C1=NC=C(C2)C=2C(=NC(=CN2)COCC(F)(F)F)N2CCC(CC2)C(=O)O 1-(3-(2,3-dihydrofuro[2,3-b]pyridin-5-yl)-6-((2,2,2-trifluoroethoxy)methyl)pyrazin-2-yl)piperidine-4-carboxylic acid